N-methyl-3-(3-oxo-3,4-dihydro-2H-1,4-benzoxazin-8-yl)-4-[4-(trifluoromethyl)phenoxy]benzene-1-sulfonamide CNS(=O)(=O)C1=CC(=C(C=C1)OC1=CC=C(C=C1)C(F)(F)F)C1=CC=CC=2NC(COC21)=O